2-((6,7-Dichloro-2-(5-methyl-1,2,4-oxadiazole-3-carbonyl)-10-(1H-pyrazol-4-yl)-1,2,3,4-tetrahydropyrazino[1,2-a]indol-9-yl)oxy)acetonitrile ClC1=C(C=C(C=2C(=C3N(C12)CCN(C3)C(=O)C3=NOC(=N3)C)C=3C=NNC3)OCC#N)Cl